[I-].C(CC)[N+](C)(C)C propyl-N,N,N-trimethylammonium iodide